C(C=C)NC1=CC=C(C=C1)Cl N-allyl-4-chloroaniline